C(C(=C)C)(=O)O.C(C1=CC(O)=C(O)C(O)=C1)(=O)O gallic acid methacrylate